6-(2,6-dichloro-4-nitro-phenoxy)-4,4-dimethyl-1,3-dihydroquinolin-2-one ClC1=C(OC=2C=C3C(CC(NC3=CC2)=O)(C)C)C(=CC(=C1)[N+](=O)[O-])Cl